FC=1C=C2C=NN(C2=CC1C1=C2C(=CN=C1)N(N=C2)CC(=O)NCC(=O)NCC(=O)OC)C methyl 2-(2-{2-[4-(5-fluoro-1-methylindazol-6-yl) pyrazolo[3,4-c]pyridin-1-yl]acetamido}acetamido)acetate